(±)-4-{3-[4,5-dichloro-1-methyl-6-(oxolan-2-ylmethoxy)-1H-indole-2-amido]oxolan-3-yl}benzoic acid ClC1=C2C=C(N(C2=CC(=C1Cl)OCC1OCCC1)C)C(=O)NC1(COCC1)C1=CC=C(C(=O)O)C=C1